COC(=O)C=1NC=CC1CC 3-ethyl-1H-pyrrole-2-carboxylic acid methyl ester